1-[[4-[5-(1-hydroxyethyl)-4-methyl-3-(trifluoromethyl)pyrazol-1-yl]phenyl]methyl]pyrrolidin-2-one tert-butyl-(3R,5S)-4,4-difluoro-3-hydroxy-5-methyl-piperidine-1-carboxylate C(C)(C)(C)OC(=O)N1C[C@H](C([C@H](C1)C)(F)F)O.OC(C)C1=C(C(=NN1C1=CC=C(C=C1)CN1C(CCC1)=O)C(F)(F)F)C